[13C8]caprylic acid [13C]([13CH2][13CH2][13CH2][13CH2][13CH2][13CH2][13CH3])(=O)O